O1C(=CC=C1)C(C[N+](=O)[O-])C1=C(NC2=CC=CC=C12)C=1C=C(C=CC1)B(O)O (3-(3-(1-(furan-2-yl)-2-nitroethyl)-1H-indol-2-yl)phenyl)boronic acid